C1(CC1)C=1N=CC2=C3C(=CC(=C2C1)S(NCC(C)C)(=O)=O)[C@@H](C[C@H]3NC(NCC)=O)NC(=O)C=3C=NC=CC3 |r| N-[Trans-(7RS,9RS)-3-cyclopropyl-9-(ethylcarbamoylamino)-5-(2-methylpropylsulfamoyl)-8,9-dihydro-7H-cyclopenta[h]isochinolin-7-yl]pyridin-3-carboxamid